Cl.NCCOCCOCCNC(C1=CC=C(C=C1)CN=[N+]=[N-])=O N-(2-(2-(2-aminoethoxy)ethoxy)ethyl)-4-(azidomethyl)benzamide hydrochloride